bis(3-trimethylsilyl-salicyl-3,5-difluorophenyl)titanium dichloride [Cl-].[Cl-].C[Si](C1=C(C(CC2=C(C=C(C=C2F)F)[Ti+2]C2=C(C(=CC(=C2)F)F)CC=2C(O)=C(C=CC2)[Si](C)(C)C)=CC=C1)O)(C)C